CC1=CNC2=NC=C(C=C21)C=2C=C1CCN(CC1=C(C2)[C@H]2NCCOC2)C(=O)C2(COC2)C (R)-(6-(3-methyl-1H-pyrrolo[2,3-b]pyridin-5-yl)-8-(morpholine-3-yl)-3,4-dihydroisoquinolin-2(1H)-yl)(3-methyloxetan-3-yl)methanone